ClC=1C=C2C(=C3C1NC(NC31CCCCC1)=O)OC(=N2)CCl 5-chloro-2-(chloromethyl)-7,8-dihydro-6H-spiro[[1,3]oxazolo[5,4-f]quinazoline-9,1-cyclohexan]-7-one